hexadecyl-fluoro-copper C(CCCCCCCCCCCCCCC)[Cu]F